C(C)(=O)OC=1C(=NC=CC1OC)C(=O)N[C@H](C(=O)ON(C)C(C1=CC=C(C=C1)Cl)C1=CC=C(C=C1)Cl)C [bis(4-chlorophenyl)methyl-methyl-amino] (2S)-2-[(3-acetoxy-4-methoxy-pyridine-2-carbonyl) amino]propanoate